[8-(1-octylnonoxy)-8-oxo-octyl] (2S,4S)-1-[7,7-dimethyl-8-oxo-8-(4-pentylnonoxy) octyl]-4-prop-2-enoyloxy-pyrrolidine-2-carboxylate CC(CCCCCCN1[C@@H](C[C@@H](C1)OC(C=C)=O)C(=O)OCCCCCCCC(=O)OC(CCCCCCCC)CCCCCCCC)(C(OCCCC(CCCCC)CCCCC)=O)C